2-((4-(((3-(dimethylamino)propoxy)carbonyl)oxy)hexadecanoyl)oxy)propane-1,3-diylditetradecanoate CN(CCCOC(=O)OC(CCC(=O)OC(CCCCCCCCCCCCCCC(=O)[O-])CCCCCCCCCCCCCCC(=O)[O-])CCCCCCCCCCCC)C